Ethyl 6-(8-(benzo[d]thiazol-2-ylcarbamoyl)-5-(benzyloxy)-3,4-dihydroisoquinolin-2(1H)-yl)-3-bromopicolinate S1C(=NC2=C1C=CC=C2)NC(=O)C=2C=CC(=C1CCN(CC21)C2=CC=C(C(=N2)C(=O)OCC)Br)OCC2=CC=CC=C2